CC1=C(NC2=CC=C(C=C12)C1CCNCC1)C1=C2C(=NC=C1)NN=N2 7-(3-methyl-5-(piperidin-4-yl)-1H-indol-2-yl)-3H-[1,2,3]triazolo[4,5-b]pyridine